C(C)(C)(C)OC(N(CCCCNC(=O)OC(C)(C)C)CCCN)=O tert-butyl-(3-aminopropyl)(4-((tert-butoxycarbonyl)amino)butyl)carbamate